6-chloro-N-((1r,4r)-4-(3-chloro-4-cyanophenoxy)cyclohexyl)pyridazine-3-amide ClC1=CC=C(N=N1)C(=O)NC1CCC(CC1)OC1=CC(=C(C=C1)C#N)Cl